5-bromomethylbenzo[1,3]dioxolane BrCC1=CC2=C(OCO2)C=C1